FC=1C(=C(C=C2C=CC(=CC12)[C@H]1CN(CC1)C(=O)OC(C)(C)C)O)N1S(NC(C1)=O)(=O)=O tert-butyl (3S)-3-[8-fluoro-6-hydroxy-7-(1,1,4-trioxo-1,2,5-thiadiazolidin-2-yl)-2-naphthyl]pyrrolidine-1-carboxylate